FC(CN1C[C@H](N(CC1)CC1=C2C=CNC2=C(C=C1OC)C)C1=CC(=C(C(=O)O)C=C1)NCC(F)(F)F)F 4-((2R)-4-(2,2-difluoroethyl)-1-((5-methoxy-7-methyl-1H-indol-4-yl)methyl)piperazin-2-yl)-2-((2,2,2-trifluoroethyl)amino)benzoic acid